ClC1=C(C(=CC=C1)F)C1=NN(C2=CC(=C(C=C2C1=O)F)N1N=C(N(C1=O)CC)CO)C(C)C (2-chloro-6-fluoro-phenyl)-7-[4-ethyl-3-(hydroxymethyl)-5-oxo-1,2,4-triazol-1-yl]-6-fluoro-1-isopropyl-cinnolin-4-one